7-(diethylamino)-4-(1-hydroxyethyl)-2H-benzopyran-2-one C(C)N(C1=CC2=C(C(=CC(O2)=O)C(C)O)C=C1)CC